C(C)(=O)ON=C(C(=O)C1=CC=C(C=C1)SC1=CC=C(C=C1)OCCO)C N-acetyloxy-1-(4-(4-(2-hydroxyethoxy)phenylsulfanyl)phenyl)propan-1-one-2-imine